[P@@](OCO[C@H](CN(C)C)COC1=C(C=CC=C1)CCC1=CC(=CC=C1)OC)(OC(C)C)(=O)F (((R)-1-(dimethylamino)-3-(2-(3-methoxyphenethyl) phenoxy) propan-2-yl)oxy)methyl isopropyl (S)-phosphorofluoridate